ClC1=C(C(=CC=C1Cl)OC)[C@H]1C[C@H](N(C(C1)=O)C(=O)OC(C)(C)C)C(=O)OC(C)(C)C 1,2-di-tert-butyl (2S,4S)-4-(2,3-dichloro-6-methoxyphenyl)-6-oxopiperidine-1,2-dicarboxylate